((3S,4R,5R,6R)-6-(aminomethyl)-2,4,5-trihydroxytetrahydro-2H-pyran-3-yl)tetrahydropyrimidin-2(1H)-one NC[C@@H]1[C@@H]([C@@H]([C@@H](C(O1)O)N1C(NCCC1)=O)O)O